[Ni].[Cr].[Co].[Au] gold cobalt chromium nickel